4-(2-(3-(3-chloro-2-fluoro-6-(2H-tetrazol-2-yl)phenyl)acrylamido)-N-methyl-2-phenylacetylamino)benzoic acid tert-butyl ester C(C)(C)(C)OC(C1=CC=C(C=C1)N(C)C(C(C1=CC=CC=C1)NC(C=CC1=C(C(=CC=C1N1N=CN=N1)Cl)F)=O)=O)=O